4-(2-Amino-2-methylpropanoyl)-N-(1-(7-(3-(aminomethyl)azetidin-1-yl)-5,6,7,8-tetrahydronaphthalen-2-yl)-2-oxo-1,2-dihydropyrimidin-4-yl)piperazine-1-carboxamide hydrochloride salt Cl.NC(C(=O)N1CCN(CC1)C(=O)NC1=NC(N(C=C1)C1=CC=2CC(CCC2C=C1)N1CC(C1)CN)=O)(C)C